(2S)-2-[3-[2,4-dichloro-5-(1,1,2,2-tetrafluoroethoxy)phenyl]-2-oxo-hexahydropyrimidin-1-yl]propenamide ClC1=C(C=C(C(=C1)Cl)OC(C(F)F)(F)F)N1C(N(CCC1)C(C(=O)N)=C)=O